CO[Si](OC)(OC)CC[Si](O[Si](O[Si](C)(C)C)(CC[Si](OC)(OC)OC)C)(C)C 1,3-bis(trimethoxysilylethyl)hexamethyltrisiloxane